8-[[(3R,4R)-3-fluoro-1-(2-hydroxyethyl)-4-piperidyl]oxy]-2-methyl-2,3-dihydro-1,4-benzoxazepin-5-one dihydrochloride Cl.Cl.F[C@@H]1CN(CC[C@H]1OC1=CC2=C(C(NCC(O2)C)=O)C=C1)CCO